COC1=NC=NC(=C1C1=CC=2C(=CN=C(C2)NC(=O)[C@H]2[C@@H](C2)C(=O)OC)N1C)OC trans-methyl 2-((2-(4,6-dimethoxypyrimidin-5-yl)-1-methyl-1H-pyrrolo[2,3-c]pyridin-5-yl)carbamoyl)cyclopropane-1-carboxylate